N[O-] AMINOXID